O=C1NC(CCC1N1C(C2=CC=CC(=C2C1=O)CN1CCC(CC1)N1CCC(CC1)C(=O)O)=O)=O 1'-((2-(2,6-dioxopiperidin-3-yl)-1,3-dioxoisoindolin-4-yl)methyl)-[1,4'-bipiperidine]-4-carboxylic acid